(S)-2-(benzylamino)-4-methylpentanoic acid C(C1=CC=CC=C1)N[C@H](C(=O)O)CC(C)C